3-bromo-6-(1,3-dimethyl-1H-pyrazol-4-yl)pyrazolo[1,5-a]pyridine BrC=1C=NN2C1C=CC(=C2)C=2C(=NN(C2)C)C